C1(CCCCC1)C(C(CC(C)C)C)NS(=O)(=O)C1=CC=C(C=C1)C N-(1-cyclohexyl-2,4-DIMETHYLPENTYL)-4-methylbenzenesulfonamide